FC(CN1N=CC=2C1=NC(=CN2)N2CCC1(C(N(C(N1CC)=O)C=1C=NC(=CC1)C(F)(F)F)=O)CC2)F 8-(1-(2,2-difluoroethyl)-1H-pyrazolo[3,4-b]pyrazin-6-yl)-1-ethyl-3-(6-(trifluoromethyl)pyridin-3-yl)-1,3,8-triazaspiro[4.5]decane-2,4-dione